CN(C(C(F)(F)F)=O)[Si](C)(C)C N-Methyl-N-trimethylsilyltrifluoroacetamide